3-m-tolyl-[1,2,4]triazolo[4,3-a]pyridine C1(=CC(=CC=C1)C1=NN=C2N1C=CC=C2)C